[C@@H]1(CCC2=CC=CC=C12)NC(=O)C1=CC2=C(N=C(S2)N2CCNCC2)C=C1 (S)-N-(2,3-dihydro-1H-inden-1-yl)-2-(piperazin-1-yl)benzo[d]thiazole-6-carboxamide